1-(phenylsulfinyl)piperidine C1(=CC=CC=C1)S(=O)N1CCCCC1